[cis-2-(dimethylamino)cyclobutyl]methanol CN([C@@H]1[C@@H](CC1)CO)C